6-(3-bromophenyl)-3,3,6-trimethyl-7-oxooctanoic acid BrC=1C=C(C=CC1)C(CCC(CC(=O)O)(C)C)(C(C)=O)C